ClC1=C(C=CC=C1Cl)SC=1N=CC(=NC1C)NC1C2CNCC1CC2 N-(5-((2,3-dichlorophenyl)thio)-6-methylpyrazin-2-yl)-3-azabicyclo[3.2.1]octan-8-amine